C12CNCC(CC1)C2O 3-azabicyclo[3.2.1]Octane-8-ol